O1CCN(CC1)C=1C=C2CN(C(C2=CC1)=O)CC1=CC2=C(NC(O2)=O)C=C1 6-((5-morpholino-1-oxoisoindolin-2-yl)methyl)benzo[d]oxazol-2(3H)-one